4-chloro-11-(prop-2-yl)-11-azatricyclo[6.2.1.02,7]Undec-2,4,6-triene hydrochloride Cl.ClC=1C=C2C3CCC(C2=CC1)N3C(C)C